cyclopentanecarboxylic acid (R)-benzyl-{2-[3-endo-(3-hydroxyphenyl)-8-aza-bicyclo[3.2.1]oct-8-yl]-1-methylethyl}amide C(C1=CC=CC=C1)N(C(=O)C1CCCC1)[C@@H](CN1C2CC(CC1CC2)C2=CC(=CC=C2)O)C